4-chloro-10-{4-[(2-{[2-(dimethylamino)ethyl]amino}ethyl)amino]-2,6-difluorophenyl}-8-ethyl-9-oxo-6,8,10-triazatricyclo[9.4.0.02,7]pentadeca-1(11),2(7),3,5,12,14-hexaene-13-carbonitrile ClC1=CC=2C=3C=CC(=CC3N(C(N(C2N=C1)CC)=O)C1=C(C=C(C=C1F)NCCNCCN(C)C)F)C#N